ClC1=CC(=C(C=C1)N1CCC(=CC1)C=1C(=NN(C1CC(=O)N)C)C)F (4-(1-(4-chloro-2-fluorophenyl)-1,2,3,6-tetrahydropyridin-4-yl)-1,3-dimethyl-1H-pyrazol-5-yl)acetamide